bis(2-hydroxy-5-sulfobenzyl)-ethylenediamine OC1=C(CNCCNCC2=C(C=CC(=C2)S(=O)(=O)O)O)C=C(C=C1)S(=O)(=O)O